N-(2-hydroxypropyl)-N-methylpropanamide OC(CN(C(CC)=O)C)C